C(C)O\N=C(/COC1=C(C(=NN1C)C(F)(F)F)F)\C1=C(C=C(C=C1)Cl)Cl (Z)-1-(2,4-dichlorophenyl)-2-((4-fluoro-1-methyl-3-(trifluoromethyl)-1H-pyrazol-5-yl)oxy)ethan-1-one-O-ethyloxime